NC1=C(C=C(C=C1)C1(C(NCC1=O)=O)C)Br 3-(4-amino-3-bromophenyl)-3-methylpyrrolidine-2,4-dione